C1(=CC=CC=C1)N/1C(C\C1=N/C1=CC=CC=C1)C1=CC=C(C(=O)OC(C)(C)C)C=C1 tert-butyl (E)-4-(1-phenyl-4-(phenylimino)azetidin-2-yl)benzoate